C(C)(=O)OC[C@H]1OC(CC[C@@H]1OC(C)=O)N1C=2N=C(NC(C2N=C1)=O)NC(C(C)C)=O ((2R,3S)-3-acetoxy-6-(2-isobutyramido-6-oxo-1,6-dihydro-9H-purin-9-yl)tetrahydro-2H-pyran-2-yl)methyl acetate